lithium bis(propan-2-yl)amine CC(C)NC(C)C.[Li]